3,5-dimethyl-4-isoxazolecarbaldehyde CC1=NOC(=C1C=O)C